[Na].C(#CC)C(C(O)=O)C propynyl-oxohydroxypropane sodium